6,6,9-trimethyl-2-(oxiran-2-yl)-3-pentyl-6a,7,8,10a-tetrahydro-6H-benzo[c]chromen-1-ol CC1(OC=2C=C(C(=C(C2C2C1CCC(=C2)C)O)C2OC2)CCCCC)C